dimethylsilyl-bis(methylindenyl)zirconium difluoride [F-].[F-].C[SiH](C)[Zr+2](C1C(=CC2=CC=CC=C12)C)C1C(=CC2=CC=CC=C12)C